The molecule is a phosphatidylcholine 30:0 in which the phosphatidyl acyl groups at positions 1 and 2 are palmitoyl (hexadecanoyl) and myristoyl (tetradecanoyl) respectively. It is a phosphatidylcholine 30:0 and a tetradecanoate ester. It derives from a 1-hexadecanoyl-sn-glycero-3-phosphocholine. CCCCCCCCCCCCCCCC(=O)OC[C@H](COP(=O)([O-])OCC[N+](C)(C)C)OC(=O)CCCCCCCCCCCCC